N-isopropoxy-2,2-diphenylpropanamide C(C)(C)ONC(C(C)(C1=CC=CC=C1)C1=CC=CC=C1)=O